C(C)(C)(C)OC(=O)N1CCC(CC1)CN 1-tert-butyloxycarbonyl-4-aminomethylpiperidine